2,2,2-trifluoroacetic acid (2,2,2-trifluoroacetyl) ester FC(C(=O)OC(C(F)(F)F)=O)(F)F